2-[6-(trifluoromethyl)pyridin-2-yl]-2,6-diazaspiro[3.5]nonane hydrochloride Cl.FC(C1=CC=CC(=N1)N1CC2(C1)CNCCC2)(F)F